N-(6-amino-5-ethylpyridin-3-yl)-2-((2R,5S)-5-methyl-2-(2-((S)-1-methylpyrrolidin-3-yl)-2H-indazol-6-yl)piperidin-1-yl)-2-oxoacetamide NC1=C(C=C(C=N1)NC(C(=O)N1[C@H](CC[C@@H](C1)C)C=1C=CC2=CN(N=C2C1)[C@@H]1CN(CC1)C)=O)CC